C(C)(C)(C)OC(=O)N(C1=C2N=CN(C2=NC=N1)CC1=C(C=C(C=C1Br)Cl)N1CC(CC1)(C(=O)OC)NC(=O)OC(C)(C)C)C(=O)OC(C)(C)C methyl 1-(2-((6-(bis(tert-butoxycarbonyl)amino)-9H-purin-9-yl)methyl)-3-bromo-5-chlorophenyl)-3-((tert-butoxycarbonyl)amino)pyrrolidine-3-carboxylate